1-methyl-1-cyclopentylmagnesium chloride CC1(CCCC1)[Mg]Cl